N-(3-(1H-indol-1-yl)propyl)-4-(3-(dimethylamino)propoxy)benzenesulfonamide N1(C=CC2=CC=CC=C12)CCCNS(=O)(=O)C1=CC=C(C=C1)OCCCN(C)C